3-[[4-[(2R)-2-(tert-Butoxycarbonylamino)-4-methyl-pentoxy]-6-[2,6-dimethyl-3-(trifluoromethyl)phenyl]-5-(trifluoromethyl)pyrimidin-2-yl]sulfamoyl]benzoic acid C(C)(C)(C)OC(=O)N[C@@H](COC1=NC(=NC(=C1C(F)(F)F)C1=C(C(=CC=C1C)C(F)(F)F)C)NS(=O)(=O)C=1C=C(C(=O)O)C=CC1)CC(C)C